C1(=CC=CC=C1)S(=O)(=O)NC=1C=C(C=CC1)C#CCCCOC1=C(C=CC=C1)CCC(=O)O 3-[2-[5-[3-(Benzenesulfonamido)phenyl]pent-4-ynoxy]phenyl]propanoic acid